C(C)(C)(C)OC(=O)N1CC(C(CC1)(F)F)C1=CC(=NC=C1)CNC(C)=O 3-(2-(acetamidomethyl)pyridin-4-yl)-4,4-difluoropiperidine-1-carboxylic acid tert-butyl ester